C(C(C)(C)C)(=O)OC1=CC2=C(C(=CCCC2)C2=CC=C(C=C2)O[C@@H]2CNCC2)C=C1 (S)-9-(4-(pyrrolidin-3-yloxy)phenyl)-6,7-dihydro-5H-benzo[7]annulen-3-yl pivalate